1-chloro-2,4-phenylene diisocyanate ClC1=C(C=C(C=C1)N=C=O)N=C=O